6-(tert-butyldimethylsilyloxy)-2-(2-(difluoromethoxy)-7-methylquinoxalin-5-yl)benzo[d]thiazole [Si](C)(C)(C(C)(C)C)OC1=CC2=C(N=C(S2)C2=C3N=CC(=NC3=CC(=C2)C)OC(F)F)C=C1